NC1=NC(=C2C(=N1)N(N=C2)CC2=CC=C(C=C2)N)C2=CC=CC(=N2)C#N 6-[6-amino-1-[(4-aminophenyl)methyl]pyrazolo[3,4-d]pyrimidin-4-yl]pyridine-2-carbonitrile